P(=O)(O[Si](C)(C)C)(OCCCCC)F trimethylsilyl (pentyl) fluorophosphate